3-(3-bromo-1H-1,2,4-triazol-5-yl)-3-oxo-propionic acid methyl ester COC(CC(=O)C1=NC(=NN1)Br)=O